(S)-methyl-6-(1,3-dioxoisoindolin-2-yl)-2-((methoxycarbonyl)(methyl)amino)hexanoate COC([C@H](CCCCN1C(C2=CC=CC=C2C1=O)=O)N(C)C(=O)OC)=O